CC(CC)(CC)N1N=CC(=C1)C=1C=2N(C=CN1)N=CC2 4-(1-(3-methylpentan-3-yl)-1H-pyrazol-4-yl)pyrazolo[1,5-a]pyrazine